methyl-1,2,3-thiadiazole-5-carboxamide CC=1N=NSC1C(=O)N